2-(4-{bis[(tert-butoxy)carbonyl]amino}-7-methyl-5-[4-(pyrrolidine-1-carbonyl)phenyl]-7H-pyrrolo[2,3-d]pyrimidin-6-yl)cyclopropane-1-carboxylic acid C(C)(C)(C)OC(=O)N(C=1C2=C(N=CN1)N(C(=C2C2=CC=C(C=C2)C(=O)N2CCCC2)C2C(C2)C(=O)O)C)C(=O)OC(C)(C)C